3-ethoxy-2-nitro-aniline sodium ethoxide [O-]CC.[Na+].C(C)OC=1C(=C(N)C=CC1)[N+](=O)[O-]